C(C)(C)(C)OC(=O)C=1C=C(C=CC1)NC(C(=O)O)C ((3-(tert-butoxycarbonyl)phenyl)amino)propionic acid